cumyl peroxyneohexanoate C(CC(C)(C)C)(=O)OOC(C)(C)C1=CC=CC=C1